ClC=1C=C(C=C(C1OC=1C=C2CCN(C(C2=CC1)=O)CC1=CC=C(C=C1)C(F)(F)F)Cl)N1N=C(C(NC1=O)=O)C(=O)O 2-(3,5-Dichloro-4-((1-oxo-2-(4-(trifluoromethyl)benzyl)-1,2,3,4-tetrahydroisoquinolin-6-yl)oxy)phenyl)-3,5-dioxo-2,3,4,5-tetrahydro-1,2,4-triazine-6-carboxylic acid